3-((1-(2-(cyclohexylmethyl)butanoyl)-4-hydroxypiperidin-4-yl)methyl)-6-(2-fluorobenzeneYl)pyrimidin-4(3H)-one C1(CCCCC1)CC(C(=O)N1CCC(CC1)(O)CN1C=NC(=CC1=O)C1=C(C=CC=C1)F)CC